(2S,4S)-1-tert-Butyl 2-methyl 4-(4-(trifluoromethyl)phenoxy)pyrrolidine-1,2-dicarboxylate FC(C1=CC=C(O[C@H]2C[C@H](N(C2)C(=O)OC(C)(C)C)C(=O)OC)C=C1)(F)F